(E)-7-[2-morpholin-4-yl-3-oxo-5-[(4-phenylphenyl)methoxy]cyclopentyl]hept-4-enoic acid N1(CCOCC1)C1C(C(CC1=O)OCC1=CC=C(C=C1)C1=CC=CC=C1)CC/C=C/CCC(=O)O